NC/C(/CN1N=C2C(C(N(CC2)C(C)(C)C)=O)=C1)=C\F (E)-2-(2-(aminomethyl)-3-fluoroallyl)-5-tert-butyl-2,5,6,7-tetrahydro-4H-pyrazolo[4,3-c]pyridin-4-one